6-acetyl-2-((5-(4-(4-(chloromethyl)benzyl)piperazin-1-yl)pyridin-2-yl)amino)-8-cyclopentyl-5-methylpyrido[2,3-d]pyrimidin-7(8H)-one C(C)(=O)C1=C(C2=C(N=C(N=C2)NC2=NC=C(C=C2)N2CCN(CC2)CC2=CC=C(C=C2)CCl)N(C1=O)C1CCCC1)C